(S)-1-amino-1-(4-ethynylphenyl)-2-methylpropan-2-ol N[C@H](C(C)(O)C)C1=CC=C(C=C1)C#C